BrC1=CC(=C(C=C1)CO)OC (4-bromo-2-methoxyphenyl)methanol